O=C=C1C(C2=CC=C(C=C2C=C1)C(C)=O)=C1C(C=CC2=CC(=CC=C12)C(C)=O)=C=O 2,2'-dioxomethylene-6,6'-diacetyl-1,1'-binaphthyl